methyl (E)-3-oxo-9-phenoxy-7-nonenoate O=C(CC(=O)OC)CCC\C=C\COC1=CC=CC=C1